[Mg].[Ca].[Na].FC([Si](Cl)(Cl)C(C(C(C(C(C(C(C(F)(F)F)(F)F)(F)F)(F)F)(F)F)(F)F)(F)F)(F)F)(F)F perfluorooctyl-methyl-dichlorosilane sodium calcium magnesium salt